3-(2,2-difluoroethyl)-6-(5-(7-ethyl-7H-imidazo[4,5-c]pyridazin-4-yl)-2-fluorophenyl)-5-methoxybenzo[d]oxazole-2(3H)-one FC(CN1C(OC2=C1C=C(C(=C2)C2=C(C=CC(=C2)C=2C1=C(N=NC2)N(C=N1)CC)F)OC)=O)F